O1C(=NC2=C1C=CC=C2)C=2C=C(C=NC2)NC(CSCC)=O N-(5-(benzo[d]oxazol-2-yl)pyridin-3-yl)-2-(ethylthio)acetamide